(Z)-7-((1R,2S,3R,4R)-4-((S)-(3,4-dichlorophenyl)(hydroxy)methyl)-2,3-dihydroxycyclopentyl)-1,7-dihydro-4H-pyrrolo[2,3-d]pyrimidin-4-one O-methyl oxime CO\N=C/1\C2=C(NC=N1)N(C=C2)[C@H]2[C@@H]([C@@H]([C@H](C2)[C@H](O)C2=CC(=C(C=C2)Cl)Cl)O)O